4-((3R,4S)-3-fluoro-4-methoxy-3-methylpiperidin-1-yl)-1,3,5-triazine-2-Amine F[C@@]1(CN(CC[C@@H]1OC)C1=NC(=NC=N1)N)C